3,6-dimethyl-1,4-dimethyl-2,5-piperazinedione CC1C(N(C(C(N1C)=O)C)C)=O